C(C)(C)(C)P(C=1C=C(C=C(C1)C1=CC=CC=C1)C1=CC=CC=C1)C(C)(C)C di-(tert-butyl)((1,1':3',1''-terphenyl)-5'-yl)phosphine